2-chloro-N-(4-(2-chlorophenyl)thiazol-2-yl)-4-morpholinobenzamide ClC1=C(C(=O)NC=2SC=C(N2)C2=C(C=CC=C2)Cl)C=CC(=C1)N1CCOCC1